OC=1C=C(C=2CC3=CC=C(C=C3C(C2C1)(C)O)O)C 3,6,10-trihydroxy-1,10-dimethyl-anthracene